F[B-](F)(F)F.C(C)(C)(C)[PH+](C1=CC(=CC=C1)OC(C(F)(F)F)(F)F)C(C)(C)C Di-(tert-butyl)(3-pentafluoroethoxyphenyl)phosphonium tetrafluoroborate